CC(C)C1=CC=C(C=C1)NC(=O)N1[C@H](CCC1)C(=O)O 1-{[4-(propan-2-yl)phenyl]carbamoyl}-D-proline